6-ethyl-4,6-dimethyl-4H-pyridine C(C)C1(CC(C=CN1)C)C